ClC1C(CCC1C=O)C=O 2-Chlorocyclopentane-1,3-dicarboxaldehyde